S1NN(CC=C1)CC(=O)O thiadiazine-3-yl-acetic acid